2-(9-ethyl-6-((2S,5R)-4-(1-(6-isopropoxypyridin-2-yl)ethyl)-2,5-dimethyl-piperazin-1-yl)-3-methyl-2-oxo-3,9-dihydro-2H-purin-8-yl)acetonitrile C(C)N1C=2N(C(N=C(C2N=C1CC#N)N1[C@H](CN([C@@H](C1)C)C(C)C1=NC(=CC=C1)OC(C)C)C)=O)C